COC(C(CC(C=C)C=C)C=C)=O 2,4-divinyl-5-hexenoic acid methyl ester